2-[(2R,3S,4R,5R)-5-(2-Amino-6-oxo-1H-purin-9-yl)-3,4-dihydroxy-tetrahydrofuran-2-yl]acetic acid NC=1NC(C=2N=CN(C2N1)[C@H]1[C@@H]([C@@H]([C@H](O1)CC(=O)O)O)O)=O